tert-butyl (S)-(3-((4,11-diethyl-4-hydroxy-3,14-dioxo-3,4,12,14-tetrahydro-1H-pyrano[3',4':6,7]indolizino[1,2-b]quinolin-9-yl)oxy)propyl)carbamate C(C)[C@]1(C(OCC=2C(N3CC=4C(=NC=5C=CC(=CC5C4CC)OCCCNC(OC(C)(C)C)=O)C3=CC21)=O)=O)O